[Si](C1=CC=CC=C1)(C1=CC=CC=C1)(C(C)(C)C)O[C@H]1C[C@H]2CC(CN2C1)=C (2S,7aR)-2-((tert-butyldiphenylsilyl)oxy)-6-methylenetetrahydro-1H-pyrrolizine